FC(C(=O)C1=CC2=CC=CC=C2C=C1)(I)F 2,2-difluoro-2-iodo-1-(2-naphthyl)-ethan-1-one